CC(C[C@H](NC([C@H](CC1=CC=CC=C1)NC(=O)C1=NC=CN=C1)=O)B(O)O)C [(1R)-3-methyl-1-[[(2S)-1-oxo-3-phenyl-2-[(pyrazinyl-carbonyl)amino]propyl]amino]butyl]boronic acid